CC(C)(C(C=C)C)O 2,3-dimethyl-4-penten-2-ol